3,5-dimethyl-2-[7-(morpholin-2-ylmethyl)-1,8-naphthyridin-2-yl]phenol CC=1C(=C(C=C(C1)C)O)C1=NC2=NC(=CC=C2C=C1)CC1CNCCO1